C(C1=CC=CC=C1)OC1=NC(=CC=C1C1=NN(C2=CC(=CC=C12)N1CCN(CC1)C(CCC1CCC(CC1)OC1=C(C(=CC=C1)Br)C)=O)C)OCC1=CC=CC=C1 1-(4-(3-(2,6-bis(benzyloxy)pyridin-3-yl)-1-methyl-1H-indazol-6-yl)piperazin-1-yl)-3-((1r,4r)-4-(3-bromo-2-methylphenoxy)cyclohexyl)propan-1-one